4-[4-cyano-2-({[(2'R,4S)-6-(6-methyl-3-pyridinyl)-2,3-dihydrospiro[chromen-4,1'-cyclopropane]-2'-yl]carbonyl}amino)phenyl]butanoic acid C(#N)C1=CC(=C(C=C1)CCCC(=O)O)NC(=O)[C@H]1[C@]2(C1)CCOC1=CC=C(C=C12)C=1C=NC(=CC1)C